C1(=CC=CC=C1)CCN(C([O-])=O)CCCNC1=NNC=C1 N-(2-phenylethyl)-N-[3-(1H-pyrazol-3-ylamino)propyl]carbamate